5-(chloromethyl)-2,2-difluoro-1,3-benzodioxol ClCC1=CC2=C(OC(O2)(F)F)C=C1